COC1=C(NC2=CC=C(C=C2)OC)C=CC=C1 2-methoxy-N-(4-methoxyl-phenyl)aniline